Cl[Mg]C1=C(C=C(C=C1)F)OC chloro-(4-fluoro-2-methoxy-phenyl)magnesium